2-((1-Methyltetrazol-5-yl)thio)-3-((4-methyl-1,2,4-triazol-3-yl)thio)quinoxaline CN1N=NN=C1SC1=NC2=CC=CC=C2N=C1SC1=NN=CN1C